NC1=C(C=CC(=C1)NCC1=CC=C(C=C1)C(F)(F)F)NC([C@@H]([C@@H](CCCCC)F)F)=O (2S,3R)-N-(2-amino-4-((4-(trifluoromethyl)benzyl)amino)phenyl)-2,3-difluorooctanamide